O=C1N(C(C=C1)=O)CCNC(OC(C)(C)C)=O tert-butyl (2-(2,5-dioxo-2,5-dihydro-1H-pyrrol-1-yl)ethyl)carbamate